4,5-difluoro-1H-indole-2-carboxylic acid FC1=C2C=C(NC2=CC=C1F)C(=O)O